2-((6-methoxypyridin-3-yl)methyl)-6-((2-methyl-6-(trifluoromethyl)pyridin-3-yl)sulfonyl)-2,6-diazaspiro[3.3]heptane COC1=CC=C(C=N1)CN1CC2(C1)CN(C2)S(=O)(=O)C=2C(=NC(=CC2)C(F)(F)F)C